(2S)-5-HYDROXY-2-PIPERIDINECARBOXYLIC ACID OC1CC[C@H](NC1)C(=O)O